7-Methyl-5-(8-methyl-[1,2,4]triazolo[1,5-a]pyridin-6-yl)-1-(1-methylpiperidin-4-yl)-1,3-dihydro-2H-benzo[d]imidazol-2-on CC1=CC(=CC2=C1N(C(N2)=O)C2CCN(CC2)C)C=2C=C(C=1N(C2)N=CN1)C